C[Si](C#C[Sn](CCCC)(CCCC)CCCC)(C)C trimethyl(2-tributylstannylethynyl)silane